N(N)C(=O)[N] hydrazine-1-carbonyl-nitrogen